CC=CC(=O)OCCC[SiH2]C(OC)OC 3-(methyl)acryloxypropyldimethoxymethylsilane